C(C=C)(=O)OCCCCCCCC.C=C Ethylene 2-hexylethyl acrylate